CNCC=1C=NC=CC1 N-methyl-1-(pyridin-3-yl)methanamine